2-(prop-1-en-2-yl)-N-(1-(3,4,5-trimethoxyphenyl)-1H-imidazol-4-yl)-5,7-dihydrofuro[3,4-d]pyrimidin-4-amine C=C(C)C=1N=C(C2=C(N1)COC2)NC=2N=CN(C2)C2=CC(=C(C(=C2)OC)OC)OC